ClC1=CC(=C(C=C1)NC(=O)NC1=CC(=C(C=C1)OCCCN(C)C)C=1N(N=CC1)C)O 1-(4-Chloro-2-hydroxy-phenyl)-3-[4-(3-dimethylamino-propoxy)-3-(2-methyl-2H-pyrazol-3-yl)-phenyl]-urea